2-[(2E)-2-(aminomethyl)-3-fluoroprop-2-en-1-yl]-4-{[5-(1,3-dimethyl-1H-pyrazol-4-yl)thiophen-2-yl]methyl}-2,4-dihydro-3H-1,2,4-triazol-3-one NC/C(/CN1N=CN(C1=O)CC=1SC(=CC1)C=1C(=NN(C1)C)C)=C\F